N=1C=CN2C1CN(CC2)C=2N=CC(=NC2)OCC=2C(=NOC2C)C2=CC=C(C=C2)F 4-(((5-(5,6-dihydroimidazo[1,2-a]pyrazin-7(8H)-yl)pyrazin-2-yl)oxy)methyl)-3-(4-fluorophenyl)-5-methylisoxazole